C(C)(C)(C)N(C(O)=O)C[C@@]1(NC(NC1=O)=O)C1=NOC=C1C.Cl.NC[C@]1(C(NC(N1)=O)=O)C1=NOC=C1C |r| rac-5-(aminomethyl)-5-(4-methyl-1,2-oxazol-3-yl)imidazolidine-2,4-dione hydrochloride rac-tert-butyl-{[4-(4-methyl-1,2-oxazol-3-yl)-2,5-dioxoimidazolidin-4-yl]methyl}carbamate